ClC1=CC=C(C=C1)\C=C(/C(=O)NC(C(=C)C)=O)\C1=CC=C(C=C1)F (Z)-3-(4-Chlorophenyl)-2-(4-fluorophenyl)-N-methacryloylacrylamide